ClC1=CC(=C(C(=C1)OCOCC[Si](C)(C)C)C1=CC=C2C(=N1)N=C(O2)N[C@@H]2C[C@@H](CN(C2)C)O)COC (3S,5R)-5-[[5-[4-Chloro-2-(methoxymethyl)-6-(2-trimethylsilylethoxymethoxy)-phenyl]oxazolo[4,5-b]pyridin-2-yl]amino]-1-methyl-piperidin-3-ol